1-(2-(4-((3-chloro-2-fluorophenyl)amino)pyrido[3,2-d]pyrimidin-6-yl)-2,5-diazaspiro[3.4]octan-5-yl)prop-2-en-1-one ClC=1C(=C(C=CC1)NC=1C2=C(N=CN1)C=CC(=N2)N2CC1(C2)N(CCC1)C(C=C)=O)F